ClC=1C=C(C=CC1)[C@@H](CO)NC(=O)NC=1C=NN(C1)C1=NC(=NC=C1F)NC1CC1 (S)-1-(1-(3-chlorophenyl)-2-hydroxyethyl)-3-(1-(2-(cyclopropyl-amino)-5-fluoro-pyrimidin-4-yl)-1H-pyrazol-4-yl)urea